C1(=C(C(=C(C2=CC3=C(C(=C(C(=C3C=C12)[2H])[2H])[2H])[2H])[2H])[2H])[2H])[2H] anthracene-1,2,3,4,5,6,7,8-d